C(C)C12CCC(CC2(CCCC1(C)C)C)C Decahydro-8a-ethyl-1,1,4a,6-tetramethylnaphthalene